2-((3-isopropyl-2-(2-methylpyridin-4-yl)-1H-indol-5-yl)oxy)-1-(2,7-diazaspiro[3.5]nonan-2-yl)ethan-1-one C(C)(C)C1=C(NC2=CC=C(C=C12)OCC(=O)N1CC2(C1)CCNCC2)C2=CC(=NC=C2)C